CN1N=NC2=C1C=CC(=C2C)C(CC(=O)O)C2=CC(=C(C=C2)C)CN2C[C@H](OC1=C(C2)C(=CC=C1)F)CC 3-(1,4-Dimethyl-1H-benzo[d][1,2,3]triazol-5-yl)-3-(3-(((R)-2-ethyl-6-fluoro-2,3-dihydrobenzo[f][1,4]oxazepin-4(5H)-yl)methyl)-4-methylphenyl)propanoic acid